4-((6-(benzo[d][1,3]dioxan-5-yl)-4-methylhex-3-en-1-yl)oxy)-3-ethoxybenzaldehyde O1COCC2=C1C=CC=C2CCC(=CCCOC2=C(C=C(C=O)C=C2)OCC)C